IC1=C(C2=CC=CC=C2C=C1)C#N 2-iodonaphthalenecarbonitrile